CN(C=1C(=CC2=CN(N=C2C1)C1CCC(CC1)C=O)NC(=O)C1=NC(=CC=C1)C(F)(F)F)C N-[6-(dimethylamino)-2-(4-formylcyclohexyl)indazol-5-yl]-6-(trifluoromethyl)pyridine-2-carboxamide